O(CCONCCC)CCONCCC oxybis(ethyleneoxy)bis(propylamine)